2-(((2S,4S)-4-((2-((2,4-Dichlorophenoxy)methyl)pyridin-4-yl)oxy)-2-methylpiperidin-1-yl)methyl)-1-((1-ethyl-1H-imidazol-5-yl)methyl)-1H-benzo[d]imidazole-6-carboxylic acid ClC1=C(OCC2=NC=CC(=C2)O[C@@H]2C[C@@H](N(CC2)CC2=NC3=C(N2CC2=CN=CN2CC)C=C(C=C3)C(=O)O)C)C=CC(=C1)Cl